C(CC)OC(C)=O Normal-Propyl-Acetat